6-carboxy-2-(3,5-dichlorophenyl)benzoxazolium meglumine salt N(C)C[C@H](O)[C@@H](O)[C@H](O)[C@H](O)CO.C(=O)(O)C1=CC2=C([NH+]=C(O2)C2=CC(=CC(=C2)Cl)Cl)C=C1